C1(=CC(=CC=C1)N1C2=CC=CC=C2C=2C=CC=CC12)N1C2=CC=CC=C2C=2C=CC=CC12 9,9'-(1,3-Phenylen)bis-9H-carbazol